(8S)-10-[(tert-butoxy)carbonyl]-1,7-dioxa-10-azaspiro[4.6]undecane-8-carboxylic acid C(C)(C)(C)OC(=O)N1C[C@H](OCC2(CCCO2)C1)C(=O)O